O.O.O.O.C(\C=C\C(=O)O)(=O)O Fumarate Tetrahydrate